C1N(CCC2=CC=CC=C12)C[C@H](CN1C[C@H](OC2=C(C1=O)C=CC(=C2)OC2CCN(CC2)CC(C(F)(F)F)O)C)O (2R)-4-[(2R)-3-(3,4-dihydro-1H-isoquinolin-2-yl)-2-hydroxy-propyl]-2-methyl-8-[[1-(3,3,3-trifluoro-2-hydroxy-propyl)-4-piperidyl]oxy]-2,3-dihydro-1,4-benzoxazepin-5-one